C(C)(=O)NCC1CCN(CC1)CC1=CC(=NC(=C1)C1=CC(=CC(=C1)Cl)Cl)OC=1N=CC(=NC1)N1CCN(CC1)CCC(=O)N 3-(4-(5-((4-((4-(acetamidomethyl)piperidin-1-yl)methyl)-6-(3,5-dichlorophenyl)pyridin-2-yl)oxy)pyrazin-2-yl)piperazin-1-yl)propanamide